NC(CCO)C1=CC(=C(C=C1)Cl)Cl 3-amino-3-(3,4-dichlorophenyl)propan-1-ol